OC1COCC1 3-hydroxyoxolan